5-(2-acetyl-5-chlorophenyl)-6-(difluoromethoxy)-2-(4-methoxybenzyl)pyridazin-3(2H)-one C(C)(=O)C1=C(C=C(C=C1)Cl)C1=CC(N(N=C1OC(F)F)CC1=CC=C(C=C1)OC)=O